ClC1=CC=C(C=N1)NC1=NC=CC2=CC(=CC=C12)N=S(=O)(C)C ((1-((6-chloropyridin-3-yl)amino)isoquinolin-6-yl)imino)dimethyl-λ6-sulfanone